2-(4-(4-hydroxyphenylsulfonyl)phenoxy)-5-(4-hydroxyphenylsulfonyl)phenol OC1=CC=C(C=C1)S(=O)(=O)C1=CC=C(OC2=C(C=C(C=C2)S(=O)(=O)C2=CC=C(C=C2)O)O)C=C1